(1R,2S)-N,N-bis(3,3-diphenylallyl)-2-phenylcyclopropanamine C1(=CC=CC=C1)C(=CCN([C@H]1[C@@H](C1)C1=CC=CC=C1)CC=C(C1=CC=CC=C1)C1=CC=CC=C1)C1=CC=CC=C1